OCC1=C(C=NN1C)C=1N=C(C(=NC1)O[C@@H]1C[C@H](CC1)C(=O)OCC)C |r| (±)-Trans-ethyl 3-((5-(5-(hydroxymethyl)-1-methyl-1H-pyrazol-4-yl)-3-methyl-pyrazin-2-yl)oxy)cyclopentanecarboxylate